methyl 5-fluoro-4-methyl-6-oxo-1,6-dihydropyridine-3-carboxylate FC1=C(C(=CNC1=O)C(=O)OC)C